FC(C=1C=CC(=NC1)C(N1C[C@@H](N(C[C@H]1C)C=1C2=C(N(C(N1)=O)C)N(N=N2)C[C@@H]2OCCC2)C)C2=NC=C(C=C2)C(F)(F)F)(F)F 7-((2S,5R)-4-(bis(5-(trifluoromethyl)pyridin-2-yl)methyl)-2,5-dimethylpiperazin-1-yl)-4-methyl-3-(((R)-tetrahydrofuran-2-yl)methyl)-3,4-dihydro-5H-[1,2,3]triazolo[4,5-d]pyrimidin-5-one